C(C)OC1=CC=C(C=C1)N(S(=O)(=O)C=1C2=C(SC1)C=CC=C2)C 3-(N-(4-ethoxyphenyl)-N-methylsulfamoyl)benzo[b]thiophene